N,N,N-triethyl-N-methyl-ammonium bicarbonate C([O-])(O)=O.C(C)[N+](C)(CC)CC